FC1=C(CN2C=NC(=C2)C(=O)O)C=CC(=C1F)OCC1=C(C=C(C=C1)C(F)(F)F)F 1-(2,3-Difluoro-4-((2-fluoro-4-(trifluoromethyl)benzyl)oxy)benzyl)-1H-imidazole-4-carboxylic acid